4-nitrobenzyl (R)-2-diazo-4-((2R,3R)-3-((R)-1-(2-methoxy-2-oxoacetylamino) ethyl)-4-oxoazetidin-2-yl)-3-oxopentanoate [N+](=[N-])=C(C(=O)OCC1=CC=C(C=C1)[N+](=O)[O-])C([C@H](C)[C@H]1NC([C@@H]1[C@@H](C)NC(C(=O)OC)=O)=O)=O